3-(2-(2-azabicyclo[3.1.0]hexan-2-yl)ethyl)-7-fluoro-4-methoxy-1H-indazole C12N(CCC2C1)CCC1=NNC2=C(C=CC(=C12)OC)F